OC(CC(=O)N1CCC(CC1)C=1C=C2C(=C(NC2=CC1)C=1C=C(C(N(C1)C)=O)C)C(C)C)(C)C 5-(5-(1-(3-hydroxy-3-methylbutyryl)piperidin-4-yl)-3-isopropyl-1H-indol-2-yl)-1,3-dimethylpyridin-2(1H)-one